(2R,3R,4S,5R,6R)-2-allyl-3,5-bis(benzyloxy)-6-((benzyloxy)methyl)-4-(4-(3,4,5-trifluorophenyl)-1H-1,2,3-triazol-1-yl)tetrahydro-2H-pyran-2-carbonitrile C(C=C)[C@@]1(O[C@@H]([C@@H]([C@@H]([C@H]1OCC1=CC=CC=C1)N1N=NC(=C1)C1=CC(=C(C(=C1)F)F)F)OCC1=CC=CC=C1)COCC1=CC=CC=C1)C#N